9-benzyl-8-(2-chloro-4-(2-(1-methylpyrrolidin-2-yl)ethoxy)phenyl)-6-(1-methylcyclopropoxy)-9H-purine C(C1=CC=CC=C1)N1C2=NC=NC(=C2N=C1C1=C(C=C(C=C1)OCCC1N(CCC1)C)Cl)OC1(CC1)C